(2R)-1-(8-fluoro-7-[7-fluoro-3-(methoxymethoxy)-8-[2-(triisopropylsilyl)ethynyl]naphthalen-1-yl]-2-methanesulfinylpyrido[4,3-d]pyrimidin-5-ylazetidin-2-yl)methylpyrazole FC1=C(N=C(C2=C1N=C(N=C2)S(=O)C)N2[C@H](CC2)CN2N=CC=C2)C2=CC(=CC1=CC=C(C(=C21)C#C[Si](C(C)C)(C(C)C)C(C)C)F)OCOC